3,5-dichloro-2,4-difluoroaniline ClC=1C(=C(N)C=C(C1F)Cl)F